FC=1C=C(C=CCO)C=CC1 m-fluorocinnamyl alcohol